2-(2'-hydroxy-3'-tert-butylphenyl)benzotriazole methyl-5-(3-bromophenyl)-2-methyl-2H-1,2,6-thiadiazine-3-carboxylate COC(=O)C=1N(SN=C(C1)C1=CC(=CC=C1)Br)C.OC1=C(C=CC=C1C(C)(C)C)N1N=C2C(=N1)C=CC=C2